OC=1C(N2CCCC2=CC1)=O 6-hydroxy-2,3-dihydro-1H-indolizin-5-one